(R)-2-(6-(5-chloro-2-((tetrahydro-2H-pyran-4-yl)amino)pyrimidin-4-yl)-4-oxopyrrolo[2,1-f][1,2,4]triazin-3(4H)-yl)-N-((S)-2-hydroxy-1-phenylethyl)propionamide ClC=1C(=NC(=NC1)NC1CCOCC1)C=1C=C2C(N(C=NN2C1)[C@@H](C(=O)N[C@H](CO)C1=CC=CC=C1)C)=O